FC(OC1=CC=CC=2C(N([C@H]3C=4N([C@@H](C21)C3)C3=C(N4)C=CC(=C3)C#CCNC3COC3)C([2H])([2H])[2H])=O)F (7R,14R)-1-(difluoromethoxy)-6-(methyl-d3)-11-(3-(oxetan-3-ylamino)prop-1-yn-1-yl)-6,7-dihydro-7,14-methanobenzo[f]benzo[4,5]imidazo[1,2-a][1,4]diazocin-5(14H)-one